tert-Butyl (4-(5-chloro-3-(ethylsulfonyl)-1-(((R)-1-methyl-2-oxopiperidin-3-yl)amino)-7,9-dihydrofuro[3,4-f]quinazolin-6-yl)-3-cyano-7-fluorobenzo[b]thiophen-2-yl)carbamate ClC1=C(C2=C(C=3C(=NC(=NC13)S(=O)(=O)CC)N[C@H]1C(N(CCC1)C)=O)COC2)C2=CC=C(C=1SC(=C(C12)C#N)NC(OC(C)(C)C)=O)F